C(C)(C)(C)[C@]1([C@@](N(C1)C(=O)OC(CC#C)C1=C(C=C(C=C1)F)C1OCCO1)(C(=O)O)C)C (2-(1,3-dioxolan-2-yl)-4-fluorophenyl)but-3-yn-1-ol 1-(tert-butyl)2-methyl-(2R,3R)-3-methylazetidine-1,2-dicarboxylate